O=C1N=C2C3=C(C=CC2=C1)OCO3 7-oxo-[1,3]dioxolo[4,5-g]indole